FC(C1=NN=C(O1)C1=CC=C(CN(S(=O)(=O)CCN2CCC(CC2)C)C2=CC=CC=C2)C=C1)F N-(4-(5-(difluoromethyl)-1,3,4-oxadiazol-2-yl)benzyl)-2-(4-methylpiperidin-1-yl)-N-phenylethanesulfonamide